CS(=O)(=O)C1=CC=C(C=C1)C=1N(C(C(=CN1)NCCCC1=CC=CC=C1)=O)CC(=O)O (2-(4-(methylsulfonyl)phenyl)-6-oxo-5-((3-phenylpropyl)amino)pyrimidin-1(6H)-yl)acetic acid